C(CCCCCCCC\C=C/CCCCCCCCCCCC(=O)N)CCCCCCCC\C=C/CCCCCCCCCCCC(=O)N methylenebiserucic acid amide